tert-butyl-3-[11-trans-3-(3-phenylisoxazole-5-amido)cyclobutyl]-1H-1,2,3-triazol C(C)(C)(C)N1NN(C=C1)C1CC(C1)NC(=O)C1=CC(=NO1)C1=CC=CC=C1